1-tert-butyl O3-methyl (3S)-piperazine-1,3-dicarboxylate N1(C[C@H](NCC1)C(=O)OC)C(=O)OC(C)(C)C